7-(8-ethyl-7-fluoro-3-(methoxymethoxy)naphthalen-1-yl)-6,8-difluoro-2-(((2R,7aS)-2-fluorotetrahydro-1H-pyrrolizin-7a(5H)-yl)methoxy)quinazolin-4-ol C(C)C=1C(=CC=C2C=C(C=C(C12)C1=C(C=C2C(=NC(=NC2=C1F)OC[C@]12CCCN2C[C@@H](C1)F)O)F)OCOC)F